ClC=1C=C(C=CC1)C1=CC=C2CCC(C2=C1)NC(O[C@@H]1CN2CCC1CC2)=O (S)-quinuclidin-3-yl (6-(3-chlorophenyl)-2,3-dihydro-1H-inden-1-yl)carbamat